C1([C@H](O)[C@H](O)[C@H](O1)CO)C=1N=C(NC1)N ribosyl-amino-imidazole